benzylEthyl ether C(C1=CC=CC=C1)OCC